fluorobenzofuran-4-carbonitrile FC=1OC=2C(C1)=C(C=CC2)C#N